ClC=1C(=NC(=NC1)NC1CCOCC1)C1=CC=C2CN(C(C2=C1)=O)CC(=O)NC(CO)C1=CC(=CC=C1)F 2-(6-{5-chloro-2-[(oxan-4-yl)amino]pyrimidin-4-yl}-1-oxo-2,3-dihydro-1H-isoindol-2-yl)-N-[1-(3-fluorophenyl)-2-hydroxyethyl]acetamide